5-(3-{4-[bis(2-chloroethyl)amino]phenyl}propyl)-2-(chloromethyl)-1,3,4-oxadiazole ClCCN(C1=CC=C(C=C1)CCCC1=NN=C(O1)CCl)CCCl